3-chloro-2-(4-(((R)-5,5-dimethyltetrahydrofuran-3-yl)amino)pyrido[3,4-d]pyridazin-1-yl)-5-methylphenol ClC=1C(=C(C=C(C1)C)O)C1=C2C(=C(N=N1)N[C@H]1COC(C1)(C)C)C=NC=C2